FC(C(=O)O)(F)F.C1C(CC12CCNCC2)C#N 7-azaspiro[3.5]nonane-2-carbonitrile trifluoroacetate